The molecule is a methyl ester resulting from the formal condensation of aklanonic acid with methanol. It is a polyphenol, a methyl ester and a dihydroxyanthraquinone. It derives from an aklanonic acid. It is a conjugate acid of a methyl aklanonate(1-). CCC(=O)CC(=O)C1=C(C2=C(C=C1CC(=O)OC)C(=O)C3=C(C2=O)C(=CC=C3)O)O